3,6-dihydroxypyridin-4-one OC1C=NC(=CC1=O)O